O=C1N(CCC(N1)=O)N1C(C2=CC=C(C=C2C1=O)CN1CCN(CC1)C1=NOC2=C1C=CC(=C2)F)=O 2-(2,4-dioxotetrahydropyrimidin-1(2H)-yl)-5-((4-(6-fluorobenzo[d]isoxazol-3-yl)piperazin-1-yl)methyl)isoindoline-1,3-dione